C(C=C)(=O)OCO[Si](C)(C)CCOCCOC=C acryloyloxy-2-(2-vinyloxyethoxy)ethyl-dimethyl-monomethoxysilane